COC=1C=C2CCN(C(C2=CC1OC)CCC1=CNC2=CC=C(C=C12)OC)CC1CCOCC1 6,7-dimethoxy-1-(2-(5-methoxy-1H-indol-3-yl)ethyl)-2-((tetrahydro-2H-pyran-4-yl)methyl)-1,2,3,4-tetrahydroisoquinoline